N1C=C(C=2C1=NC=CC2)C=O pyrrolo[2,3-b]pyridine-3-aldehyde